C(C)N(C(=O)N[C@H](CC)CCC(F)(F)F)[C@H](C)C1=CC(=C(C=C1)OC)C=1C=C(C=2N(C1)C=CN2)C 1-ethyl-1-((R)-1-(4-methoxy-3-(8-methylimidazo[1,2-a]pyridin-6-yl)phenyl)ethyl)-3-((R)-6,6,6-trifluorohexan-3-yl)urea